ClC1=CC=C(S1)CNC1=CC(=NN1C(C(C)(C)C)=O)C1CCN(CC1)CC1CN(C1)C 1-(5-{[(5-Chlorothiophen-2-yl)methyl]amino}-3-{1-[(1-methylazetidin-3-yl)methyl]piperidin-4-yl}-1H-pyrazol-1-yl)-2,2-dimethylpropan-1-on